4-(2-(acryloyloxy)ethoxy)benzylidenetriethylammonium bromide [Br-].C(C=C)(=O)OCCOC1=CC=C(C=CC[NH+](CC)CC)C=C1